Cl.Cl.N1N=CC2=CC=C(C=C12)C=1C=C(C=CC1O[C@@H]1CNCC1)C(=O)N1CCC(CC1)OC1=CC(=CC(=C1)N1CCNCC1)F (S)-(3-(1H-indazol-6-yl)-4-(pyrrolidin-3-yloxy)phenyl)(4-(3-fluoro-5-(piperazin-1-yl)phenoxy)piperidin-1-yl)methanone dihydrochloride